chloro-4-((1R,4R)-5-methyl-2,5-diazabicyclo[2.2.1]heptan-2-yl)aniline ClNC1=CC=C(C=C1)N1[C@H]2CN([C@@H](C1)C2)C